CCCCCCCCCCCCCCCCC(=O)OC[C@H](COP(=O)([O-])OCC[N+](C)(C)C)OC(=O)CCCCCCC/C=C\CCCCCCCCC 1-heptadecanoyl-2-(9Z-nonadecenoyl)-glycero-3-phosphocholine